N1=CC=C2N1C=C(C=C2)OCCCN2CCOCC2 4-(3-(pyrazolo[1,5-a]pyridin-6-yloxy)propyl)morpholine